C(C)(C)(C)OC(N[C@@H]1C2=CC=CC=C2CC12CCN(CC2)C2=NC(=C(C(=N2)C(N)=O)C2=C(C(=NC=C2)N)Cl)C)=O ((S)-1'-(5-(3-chloro-2-aminopyridin-4-yl)-4-carbamoyl-6-methylpyrimidin-2-yl)-1,3-dihydrospiro[inden-2,4'-piperidin]-1-yl)carbamic acid tert-butyl ester